diisopropyl norbornene-2,3-dicarboxylate (diisopropyl bicyclo[2.2.1]hept-5-ene-2,3-dicarboxylate) C(C)(C)C1=C(C2C(C(C1C2)C(=O)O)C(=O)O)C(C)C.C21C(=C(C(CC2)C1)C(=O)OC(C)C)C(=O)OC(C)C